methyleneadipic acid (anhydride) C=C1C(=O)OC(CCC1)=O